ClC1=CC(=NC=N1)N1C[C@H](CCC1)N(CC1=CC(=NC=C1)C)CC1=CN(C2=CC=CC=C2C1=O)C 3-({[(3S)-1-(6-chloropyrimidin-4-yl)piperidin-3-yl][(2-methylpyridin-4-yl)methyl]amino}methyl)-1-methyl-1,4-dihydroquinolin-4-one